3-((2-(trimethylsilyl)ethoxy)methoxy)propyl 4-methylbenzenesulfonate CC1=CC=C(C=C1)S(=O)(=O)OCCCOCOCC[Si](C)(C)C